[Cl-].[Cl-].FC(C1=CC=C(C=C1)C(=[Zr+2](C1=CC(=CC=2C3=CC(=CC=C3CC12)C(C)(C)C)C(C)(C)C)C1C=CC=C1)C1=CC=C(C=C1)C(F)(F)F)(F)F di-(p-trifluoromethyl-phenyl)methylene(cyclopentadienyl)(3,6-di-tert-butylfluorenyl)zirconium dichloride